4-acetylamino-4'-isothiocyanatostilben-2,2'-disulfonate disodium [Na+].[Na+].C(C)(=O)NC=1C=C(C(=CC1)C=CC=1C(=CC(=CC1)N=C=S)S(=O)(=O)[O-])S(=O)(=O)[O-]